C(C)(C)C=1C2=CC(=C(C(=C2C=C(C1OC)OC)O)C=1C(=C2C=C(C(=C(C2=CC1C)C(C)C)OC)OC)O)C 5,5'-diisopropyl-6,6',7,7'-tetramethoxy-3,3'-dimethyl-[2,2'-binaphthalene]-1,1'-diol